ClC1=C(C=CC=2NC(N(C21)C)C)C2=NNC1=NC(=CN=C12)N1C[C@@H]2[C@]([C@@H]2CC1)(C1=C(C=CC=C1)F)CN ((1S,6R,7R)-3-(3-(4-chloro-2,3-dimethyl-2,3-dihydro-1H-benzo[d]imidazol-5-yl)-1H-pyrazolo[3,4-b]pyrazin-6-yl)-7-(2-fluorophenyl)-3-azabicyclo[4.1.0]heptan-7-yl)methanamine